3,6-difluoro-2-[3-(2-hydroxyspiro[3.3]heptan-6-yl)-4-oxo-quinazolin-6-yl]oxy-benzonitrile FC=1C(=C(C#N)C(=CC1)F)OC=1C=C2C(N(C=NC2=CC1)C1CC2(CC(C2)O)C1)=O